4-(5-ethyl-2-methyl-4-pyridyl)-7-[(5-piperazin-1-yl-2-pyridyl)amino]-2,3-dihydropyrrolo[3,4-c]pyridin-1-one C(C)C=1C(=CC(=NC1)C)C1=NC=C(C2=C1CNC2=O)NC2=NC=C(C=C2)N2CCNCC2